ClC1=CC2=C(N(C(N=C2N2[C@H](CN(CC2)C(=O)OC(C)(C)C)C)=O)C2=C(N=CS2)C(C)C)N=C1C1=C(C=CC=C1O)F (3S)-tert-butyl 4-(6-chloro-7-(2-fluoro-6-hydroxyphenyl)-1-(4-isopropylthiazol-5-yl)-2-oxo-1,2-dihydropyrido[2,3-d]Pyrimidin-4-yl)-3-methylpiperazine-1-carboxylate